2,2-bis{[3-(dodecylthio)-1-oxopropoxy]methyl}propane-1,3-diyl bis[3-(dodecylthio)propionate] C(CCCCCCCCCCC)SCCC(=O)OCC(COC(CCSCCCCCCCCCCCC)=O)(COC(CCSCCCCCCCCCCCC)=O)COC(CCSCCCCCCCCCCCC)=O